12-(piperazin-1-yl)dodecane-1-amine N1(CCNCC1)CCCCCCCCCCCCN